Anti-salicylate C(C=1C(O)=CC=CC1)(=O)[O-]